C(C=C)N1C2NNC(C1=O)N(C2=O)CC=C 5,7-diallyl-2,3-diaza-5,7-diazabicyclo[2.2.2]octane-6,8-dione